FC1=C(C(=CC=C1)F)C1=NN(C=C1B1OC(C(O1)(C)C)(C)C)C 3-(2,6-difluorophenyl)-1-methyl-4-(4,4,5,5-tetramethyl-1,3,2-dioxaborolan-2-yl)-1H-pyrazole